NC1=C(C(=NN1C(C)C)C=1C=NC(=CC1)CC(=O)NC1=CC(=NO1)C(C)(F)F)C(=O)N 5-Amino-3-[6-[2-[[3-(1,1-difluoroethyl)isoxazol-5-yl]amino]-2-oxo-ethyl]-3-pyridyl]-1-isopropyl-pyrazole-4-carboxamide